[Si](C)(C)(C(C)(C)C)OCCCCO 4-[(tert-butyldimethylsilyl)oxy]butan-1-ol